methyl(1-hydroxy-6,6,9-trimethyl-3-pentyl-6a,7,8,10a-tetrahydro-6H-benzo[c]chromene-2-carbonyl)-D-prolinate C[C@]1(N(CCC1)C(=O)C=1C(=C2C3C(C(OC2=CC1CCCCC)(C)C)CCC(=C3)C)O)C(=O)[O-]